4-((6-(4-chloro-2-fluorophenoxy)pyridin-2-yl)methylene)piperidine-1-carboxylic acid tert-butyl ester C(C)(C)(C)OC(=O)N1CCC(CC1)=CC1=NC(=CC=C1)OC1=C(C=C(C=C1)Cl)F